C1(CC1)C1=NC=C(C=N1)C=1C=NN(C1)C12CC(C1)(C2)NC(OC(C)(C)C)=O tert-butyl {3-[4-(2-cyclopropylpyrimidin-5-yl)-1H-pyrazol-1-yl]bicyclo[1.1.1]pentan-1-yl}carbamate